2-(3-(methyloxycarbonyloxy)phenyl)acetic acid COC(=O)OC=1C=C(C=CC1)CC(=O)O